BrC=1C(=C(C(=O)OC)C=C(C1)F)\N=C/1\C(=NSS1)Cl Methyl (Z)-3-bromo-2-((4-chloro-5H-1,2,3-dithiazol-5-ylidene)amino)-5-fluorobenzoate